8-chloro-1-(2,6-dichlorophenyl)-5-(2,3-dihydroxy-3-methylbutoxy)-2-methyl-1,6-naphthyridin-4(1H)-one ClC=1C=NC(=C2C(C=C(N(C12)C1=C(C=CC=C1Cl)Cl)C)=O)OCC(C(C)(C)O)O